6-(benzylsulfanyl)-8-fluoroimidazo[1,5-a]pyridine-3-carbohydrazide C(C1=CC=CC=C1)SC=1C=C(C=2N(C1)C(=NC2)C(=O)NN)F